ClC1=CC2=C(NC(CN(C2=O)CC2=CC(=CC(=C2)OC)OC)=O)C(=C1)C1=C(C=C(C=C1)F)C 7-chloro-4-(3,5-dimethoxybenzyl)-9-(4-fluoro-2-methylphenyl)-3,4-dihydro-1H-benzo[e][1,4]diazepine-2,5-dione